perfluoro-n-pentanoic acid FC(C(=O)O)(C(C(C(F)(F)F)(F)F)(F)F)F